NC1=NC(=C2N=CN(C2=N1)C1OC(C(C1O)O)CO)OC 2-(2-amino-6-methoxy-purin-9-yl)-5-(hydroxymethyl)oxolane-3,4-diol